C(C)CCCCOC(C(C(C(=O)O)C(C)C)(C(C)C)C#N)=O 2-cyano-2,3-diisopropylbutanedioic acid-1-ethyl-4-n-butyl ester